N[C@H]1C[C@H](C1)OC=1C=2N(C=C(C1)C1=CC(=C(C=C1CC)O)F)C=NC2 cis-4-(8-(3-aminocyclobutoxy)imidazo[1,5-a]pyridin-6-yl)-5-ethyl-2-fluorophenol